(1R,2R)-1-((2-hydroxyethyl)amino)-5-((2-methyl-[1,1'-biphenyl]-3-yl)methoxy)-2,3-dihydro-1H-inden-2-ol OCCN[C@H]1[C@@H](CC2=CC(=CC=C12)OCC=1C(=C(C=CC1)C1=CC=CC=C1)C)O